BrC=1SC2=C(N1)C(=CC(=C2)N)Cl 2-bromo-4-chloro-1,3-benzothiazol-6-amine